1-(3,4-dimethylphenyl)-3-methyl-3-pyrazolin-5-one CC=1C=C(C=CC1C)N1NC(=CC1=O)C